O[C@H](CN1C[C@@H]2[C@](C1)(C[C@H](C2)OC2=CC=CC=C2)O)C2=CC1=C(NC(OC1)=O)C=C2 6-((S)-1-hydroxy-2-((3aS,5S,6aR)-3a-hydroxy-5-phenoxyhexahydrocyclopenta[c]pyrrol-2(1H)-yl)ethyl)-1,4-dihydro-2H-benzo[d][1,3]oxazin-2-one